Cl.BrC1=CC=C(C=C1)N1CCNCC1 1-(4-bromophenyl)piperazine hydrochloride